C1(=CC=CC=C1)NS(=O)(=O)C=1C=C(C(=O)NC2=NC=CC=C2)C=CC1 3-(N-phenylsulfamoyl)-N-(pyridin-2-yl)benzamide